CSN1C(C2=CC=CC=C2C1=O)=O 2-(methylthio)isoindole-1,3-dione